(-)-8-((1R,2S,3R)-3-hydroxy-2-methylcyclopentyl)-6-(methyl-d3)-2-((1-((methyl-d3)sulfonyl)piperidin-4-yl-3,3,5,5-d4)-amino)pyrido[2,3-d]pyrimidin-7(8H)-one O[C@H]1[C@H]([C@@H](CC1)N1C(C(=CC2=C1N=C(N=C2)NC2C(CN(CC2([2H])[2H])S(=O)(=O)C([2H])([2H])[2H])([2H])[2H])C([2H])([2H])[2H])=O)C